1-((1R,4R,5S)-4,5-dihydroxy-3-(hydroxymethyl)cyclopent-2-en-1-yl)-5-methylpyrimidine-2,4(1H,3H)-dione O[C@@H]1C(=C[C@H]([C@@H]1O)N1C(NC(C(=C1)C)=O)=O)CO